3-chloro-4-(6-cyano-5-fluoropyridin-2-yl)-N-(3,3-difluorocyclobutyl)benzenesulfonamide ClC=1C=C(C=CC1C1=NC(=C(C=C1)F)C#N)S(=O)(=O)NC1CC(C1)(F)F